COC=1C=C(C=C(C1OC)OC)NC(OC1=CC=C(C=C1)[N+](=O)[O-])=O 4-nitrophenyl (3,4,5-trimethoxyphenyl)carbamate